Tert-butyl 2-[(4-bromo-2,5-difluoro-phenyl)methyl]-3-[(3S)-4,4-dimethyltetrahydrofuran-3-yl]benzimidazole-5-carboxylate BrC1=CC(=C(C=C1F)CC=1N(C2=C(N1)C=CC(=C2)C(=O)OC(C)(C)C)[C@@H]2COCC2(C)C)F